C(C1=CC=CC=C1)OC(=O)N1C(CC1)COS(=O)(=O)C (methylsulfonyloxymethyl)azetidine-1-carboxylic acid benzyl ester